1-ethyl ethylene tert-butyl 4-[4-({3-methyl-4-[(1-methyl-1,3-benzodiazol-5-yl)oxy]phenyl}amino)pyrido[3,4-d]pyrimidin-6-yl]piperazine-1-carboxylate CC=1C=C(C=CC1OC1=CC2=C(N(C=N2)C)C=C1)NC=1C2=C(N=CN1)C=NC(=C2)N2CCN(CC2)C(=O)OC(C)(C)C.C(C)C=C